Ethyl 1-(6-bromo-3-pyridyl)-4-nitro-pyrazole-3-carboxylate BrC1=CC=C(C=N1)N1N=C(C(=C1)[N+](=O)[O-])C(=O)OCC